6-(4-Amino-1-isopropyl-pyrazolo[3,4-d]pyrimidin-3-yl)-N-cyclopropyl-1H-indol-2-carboxamid NC1=C2C(=NC=N1)N(N=C2C2=CC=C1C=C(NC1=C2)C(=O)NC2CC2)C(C)C